1-(benzo(2,1-d)(1,3)oxazol-5-yl)-2-oxo-7-(trifluoromethyl)-1,2-dihydroquinoline-3-carboxylate O1C=NC2=C1C=CC(=C2)N2C(C(=CC1=CC=C(C=C21)C(F)(F)F)C(=O)[O-])=O